(R)-6-chloro-N-((6-(dimethylamino)pyridin-3-yl)sulfonyl)-3-((1-(2-(5-fluoroisoindolin-2-yl)-3,6-dimethyl-4-oxo-3,4-dihydroquinazolin-8-yl)ethyl)amino)picolinamide ClC1=CC=C(C(=N1)C(=O)NS(=O)(=O)C=1C=NC(=CC1)N(C)C)N[C@H](C)C=1C=C(C=C2C(N(C(=NC12)N1CC2=CC=C(C=C2C1)F)C)=O)C